2-bromocyclobut-1-en-1-yl diethyl phosphate P(=O)(OC1=C(CC1)Br)(OCC)OCC